FC=1C(=NC=NC1F)N1[C@H](COCC1)C1=NC=C(C=C1)C(F)(F)F (S)-4-(5,6-difluoropyrimidin-4-yl)-3-(5-(trifluoromethyl)pyridin-2-yl)morpholine